1-((2R,4aS,4bR,6aR,8R,11aS,11bR,13aR)-2-hydroxy-2,6a-dimethyloctadecahydro-1H-cyclohepta[a]phenanthren-8-yl)ethan-1-one O[C@@]1(CC[C@@H]2[C@H]3CC[C@]4([C@H]([C@@H]3CC[C@@H]2C1)CCC[C@H](C4)C(C)=O)C)C